Tert-butyl 3-{2-[(tert-butyldimethylsilyl)oxy]-1-hydroxyethyl}-4-methyl-2-oxopyrrolidine-1-carboxylate [Si](C)(C)(C(C)(C)C)OCC(O)C1C(N(CC1C)C(=O)OC(C)(C)C)=O